2-hydroxy-5-methoxy-1,4-naphthoquinone OC=1C(C2=CC=CC(=C2C(C1)=O)OC)=O